trans-N-(4-(4-chlorophenyl)-1-methylpyrrolidin-3-yl)-3-((3-cyclopropylpyridin-2-yl)oxy)-2,2-dimethylpropionamide ClC1=CC=C(C=C1)[C@H]1[C@@H](CN(C1)C)NC(C(COC1=NC=CC=C1C1CC1)(C)C)=O